N-(3-chloro-5-((2-hydroxyethyl)sulfonamido)phenyl)-4-(5-isopropoxypyrimidin-2-yl)-5-methylthiophene-2-carboxamide ClC=1C=C(C=C(C1)NS(=O)(=O)CCO)NC(=O)C=1SC(=C(C1)C1=NC=C(C=N1)OC(C)C)C